[Si](C1=CC=CC=C1)(C1=CC=CC=C1)(C(C)(C)C)OCC(CN1[C@@H](C2=CC=C3C(=C2C[C@H]1C)C=NN3)C3=C(C=C(C=C3F)NC3CNC3)F)(C)F N-(4-((6S,8R)-7-(3-((tert-butyldiphenylsilyl)oxy)-2-fluoro-2-methylpropyl)-8-methyl-6,7,8,9-tetrahydro-3H-pyrazolo[4,3-f]Isoquinolin-6-yl)-3,5-difluorophenyl)azetidin-3-amine